2-((2,3-dihydro-1H-inden-2-yl)amino)oxazole-4-carboxylic acid ethyl ester C(C)OC(=O)C=1N=C(OC1)NC1CC2=CC=CC=C2C1